BrCCCCCCCC(=O)OCC12CC3CC(CC(C1)C3)C2 ((3r,5r,7r)-adamantan-1-yl)methyl 8-bromooctanoate